(S)-5-(6-fluoro-1,2,3,4-tetrahydroquinoline-1-carbonyl)pyrrolidin-2-one FC=1C=C2CCCN(C2=CC1)C(=O)[C@@H]1CCC(N1)=O